C\C=C\C(CCCC)=O (E)-2-octen-4-one